CN(C(COC[C@H](C)NC=1C=NNC(C1C(F)(F)F)=O)=O)C1CCN(CC1)C1=NC=C(N=C1)C(F)(F)F (S)-N-methyl-2-(2-(6-oxo-5-(trifluoromethyl)-1,6-dihydropyridazin-4-ylamino)propoxy)-N-(1-(5-(trifluoromethyl)pyrazin-2-yl)piperidin-4-yl)acetamide